(3Z)-18-iodo-3-octadecen-1-ol ICCCCCCCCCCCCCC\C=C/CCO